N1C=NC=C1C[C@@H]1NC([C@@H]2N(C1=O)CCC2)=O (3s,8ar)-3-(1h-imidazol-5-ylmethyl)hexahydropyrrolo[1,2-a]pyrazine-1,4-dione